1-(1,3-benzodioxepan-5-yl)-N-[4-methyl-3-(2-pyridinyl)phenyl]-cyclopropanecarboxamide O1COCC(C2=C1C=CC=C2)C2(CC2)C(=O)NC2=CC(=C(C=C2)C)C2=NC=CC=C2